OCN1C(C2CNCC2C1)=O (hydroxymethyl)hexahydropyrrolo[3,4-c]pyrrol-1(2H)-one